ClC=1C(=NC(=CN1)NC=1C=NN(C1)C)OC=1C=C(C=CC1)NC(OC(C)(C)C)=O tert-butyl (3-((3-chloro-6-((1-methyl-1H-pyrazol-4-yl)amino)pyrazin-2-yl)oxy)phenyl)carbamate